16-hydroxy-tricosanoic acid OC(CCCCCCCCCCCCCCC(=O)O)CCCCCCC